4-(5-cyano-3-methyl-1H-indol-2-yl)piperidine-1-carboxylic acid tert-butyl ester C(C)(C)(C)OC(=O)N1CCC(CC1)C=1NC2=CC=C(C=C2C1C)C#N